COCC1=CC=C(C=C1)CC(=O)O 2-[4-(methoxymethyl)phenyl]acetic acid